N-(3-bromo-2-hydroxyphenyl)dibenzo[b,d]furan-4-carboxamide BrC=1C(=C(C=CC1)NC(=O)C1=CC=CC2=C1OC1=C2C=CC=C1)O